(R)-N-(1-cyclopropylethyl)-5-(1,8-naphthyridin-3-yl)pyrrolo[2,1-f][1,2,4]triazin-2-amine C1(CC1)[C@@H](C)NC1=NN2C(C=N1)=C(C=C2)C=2C=NC1=NC=CC=C1C2